NC=1N=CC(=NC1OC=1C=NN(C1)C1CCN(CC1)C)C=1C=C(C(=C(C1)C1(COC1)O)C)C 3-(5-(5-amino-6-(1-(1-methylpiperidin-4-yl)-1H-pyrazol-4-yloxy)pyrazin-2-yl)-2,3-dimethylphenyl)oxetan-3-ol